Methyl (((cis-3-(2-amino-6-methoxy-9H-purin-9-yl)cyclobutyl)methoxy)(4-bromophenoxy)phosphoryl)-L-leucinate NC1=NC(=C2N=CN(C2=N1)[C@H]1C[C@H](C1)COP(=O)(OC1=CC=C(C=C1)Br)N[C@@H](CC(C)C)C(=O)OC)OC